6-AZAINDOLE N1C=CC2=CC=NC=C12